(tert-butoxycarbonyl)-L-valylglycine C(C)(C)(C)OC(=O)N[C@@H](C(C)C)C(=O)NCC(=O)O